cis-3-methyl-N-[4-methyl-3-[6-(trifluoromethyl)pyrazin-2-yl]phenyl]-6-azabicyclo[3.1.1]heptane-6-carboxamide CC1CC2N(C(C1)C2)C(=O)NC2=CC(=C(C=C2)C)C2=NC(=CN=C2)C(F)(F)F